3-((methyl(1-(3,3,3-trifluoropropyl)azetidin-3-yl)carbamoyl)oxy)propane-1,2-diyl distearate C(CCCCCCCCCCCCCCCCC)(=O)OCC(COC(N(C1CN(C1)CCC(F)(F)F)C)=O)OC(CCCCCCCCCCCCCCCCC)=O